2-[4-(1-oxo-isoindol-2-yl)phenyl]butyric acid ethyl ester C(C)OC(C(CC)C1=CC=C(C=C1)N1C(C2=CC=CC=C2C1)=O)=O